7-(methoxymethyl)-7,8-dihydro-6H-pyrimido[5,4-b][1,4]oxazin-4-amine COCC1NC2=C(OC1)C(=NC=N2)N